1,2-bis-dimethoxysilylethane CO[SiH](CC[SiH](OC)OC)OC